C1=C(C=CC2=CC=CC=C12)C1=NC(=NC(=N1)C1=CC=CC=C1)C1=C(C=CC=C1)C1=C2C=3C=CC(=CC3C3(C2=CC=C1)CCCCC3)C#N 5'-(2-(4-(naphthalen-2-yl)-6-phenyl-1,3,5-triazin-2-yl)phenyl)spiro[cyclohexane-1,9'-fluorene]-2'-carbonitrile